3-Bromo-5-isopropylthieno[2,3-d]pyridazin-4(5H)-one BrC1=CSC=2C=NN(C(C21)=O)C(C)C